C(C)NC1=NC(=NC(=N1)NCC)N(OC)C N-(4,6-Bis-ethylamino-[1,3,5]triazin-2-yl)-N,O-dimethyl-hydroxylamine